C(C)(C)C=1N=CC(=NC1)OC 5-isopropyl-2-methoxypyrazine